C1=CC=CC=2C3=CC=CC=C3N(C12)C=1C=C(C=CC1)N1C2=C(C(C=3C=CN=CC13)(C1=CC=CC=C1)C1=CC=CC=C1)C=CC=C2 10-(3-(9H-carbazol-9-yl)phenyl)-5,5-diphenyl-5,10-dihydrobenzo[b][1,7]naphthyridine